1-(7-(piperidin-1-ylmethyl)-4-((1-(3,4,5-trimethoxyphenyl)-1H-imidazol-4-yl)amino)pyrrolo[2,1-f][1,2,4]triazin-2-yl)pyrrolidine-2-carboxamide N1(CCCCC1)CC1=CC=C2C(=NC(=NN21)N2C(CCC2)C(=O)N)NC=2N=CN(C2)C2=CC(=C(C(=C2)OC)OC)OC